isopropylchloride C(C)(C)Cl